5-(3,3-dimethyl-2-oxo-1-(pyridin-2-yl)indolin-4-yl)-N-(4-fluorophenyl)-2-(trifluoromethyl)benzamide CC1(C(N(C2=CC=CC(=C12)C=1C=CC(=C(C(=O)NC2=CC=C(C=C2)F)C1)C(F)(F)F)C1=NC=CC=C1)=O)C